CC1=C(C(=CC=C1)C)C1=C(C=CC=C1)C1=CC(=NC=C1)C1=CC(=CC=C1)OC1=CC(=CC=C1)C1=NC=CC=C1 4-(2',6'-Dimethyl-[1,1'-biphenyl]-2-yl)-2-(3-(3-(pyridin-2-yl)phenoxy)phenyl)pyridine